Cl.C1(=C2N(C=N1)CCC2)C(C(NC=2SC=CN2)=O)N2CC1=C(C=C(C=C1C2=O)C2=CC=C(C=C2)C2CCN(CC2)CC(=O)O)F 2-[4-[4-[2-[1-(6,7-dihydro-5H-pyrrolo[1,2-c]imidazol-1-yl)-2-oxo-2-(thiazol-2-ylamino)ethyl]-7-fluoro-3-oxo-isoindolin-5-yl]phenyl]-1-piperidinyl]acetic acid hydrochloride